ClC=1C(=CC(=C(C1)N(C(=O)[C@H]1N(C([C@H]([C@H]1OC)O)=O)C1=NC(=CC(=C1)C(F)(F)F)C)C([2H])([2H])[2H])F)F (2S,3S,4S)-N-(5-chloro-2,4-difluorophenyl)-4-hydroxy-3-methoxy-N-(methyl-d3)-1-(6-Methyl-4-(trifluoromethyl)pyridin-2-yl)-5-oxopyrrolidine-2-carboxamide